Cl.Cl.N1(CCCC1)CCCCSC=1NCCCN1 2-((4-(pyrrolidin-1-yl)butyl)thio)-1,4,5,6-tetrahydropyrimidine dihydrochloride